O(S(=O)(=O)C(F)(F)F)C1=C(C=C2C(=NC=NC2=C1)NC1=C(C(=CC=C1)Cl)F)[N+](=O)[O-] 4-((3-chloro-2-fluorophenyl) amino)-6-nitroquinazolin-7-yl triflate